IC=1N=C(C=2N(C1)C(=NC2)C2CCOCC2)OC 6-iodo-8-methoxy-3-(tetrahydro-pyran-4-yl)-imidazo[1,5-a]pyrazine